C(C)C(COC(C(=C(C1=CC=CC=C1)C1=CC=CC=C1)C#N)=O)CCCC 2-ethyl-hexyl-2-cyano-3,3-diphenyl-acrylate